C12(CC3CC(CC(C1)C3)C2)CN2N=CC(=C2C)C2=C(C=3N(C=C2)C(=CN3)NC3=C(C(=O)O)C=CN=C3)C(=O)OC 3-((7-(1-(adamantan-1-ylmethyl)-5-methyl-1H-pyrazol-4-yl)-8-(methoxycarbonyl)imidazo[1,2-a]pyridin-3-yl)amino)isonicotinic acid